((1s,3s)-3-((1-benzyl-1,2,3,6-tetrahydropyridin-4-yl)oxy)cyclobutyl)methanol C(C1=CC=CC=C1)N1CCC(=CC1)OC1CC(C1)CO